N[C@H](C(=O)OC)[C@@H](C=C)C (2S,3R)-methyl 2-amino-3-methylpent-4-enoate